(S)-N-(1-(4-(cyclopropanesulphonylamino)pyridin-2-yl)-3-methoxypropyl)-5-(6-ethoxypyrazin-2-yl)thiazole-2-carboxamide C1(CC1)S(=O)(=O)NC1=CC(=NC=C1)[C@H](CCOC)NC(=O)C=1SC(=CN1)C1=NC(=CN=C1)OCC